P(OC1=CC=C(C=C1)C(CC)(C)C)(OC1=CC=C(C=C1)C(CC)(C)C)OC1=CC=C(C=C1)C(CC)(C)C tris[4-(1,1-dimethyl propyl) phenyl] phosphite